C(C)(C)(C)N(C([O-])=O)[C@@H]1[C@H](CC1)OC.[MgH][Zn+] |r| MAGNESIOZINC rac-tert-butyl-((1S,2S)-2-methoxycyclobutyl)carbamate